COS(=O)(=O)CCCC1CNC1 3-(azetidin-3-yl)propane-1-sulfonic acid methyl ester